(R)-N-(5-(3-fluorophenoxy)thiazol-2-yl)-2-((S)-3-(6-methoxypyridin-3-yl)piperidin-1-yl)propanamide Methyl-4-(2-methoxyethyl)tetrahydro-2H-pyran-4-carboxylate COC(=O)C1(CCOCC1)CCOC.FC=1C=C(OC2=CN=C(S2)NC([C@@H](C)N2C[C@@H](CCC2)C=2C=NC(=CC2)OC)=O)C=CC1